(R)-N-(1-methoxypropan-2-yl)-5-(2-methyl-1-(tetrahydro-2H-pyran-4-yl)-1H-imidazo[4,5-b]pyridin-6-yl)pyrrolo[2,1-f][1,2,4]triazin-2-amine COC[C@@H](C)NC1=NN2C(C=N1)=C(C=C2)C=2C=C1C(=NC2)N=C(N1C1CCOCC1)C